1-isobutyl-1H-imidazo[4,5-c]quinolin-4-amine C(C(C)C)N1C=NC=2C(=NC=3C=CC=CC3C21)N